C(=O)[O-].C(C)N1C=[N+](C=C1)C(CC(C)(C)C)(C)C 1-ethyl-3-(1,1,3,3-tetramethylbutyl)imidazolium formate